C1(=CC(=CC=C1)C[C@H]1[C@H](CCC2=C(C=C(C(N12)=O)C)F)NS(=O)(=O)C)C1=CC=CC=C1 |r| rac-N-{(3S,4S)-4-[([1,1'-biphenyl]-3-yl)methyl]-9-fluoro-7-methyl-6-oxo-1,3,4,6-tetrahydro-2H-quinolizin-3-yl}methanesulfonamide